CN1C(=NC=C1)C(=O)ON=CC1=CC=C(C=C1)F 4-Fluorobenzaldehyde-O-(1-methyl-1H-imidazole-2-carbonyl) oxime